NC1CC=2C(=CC(=C(C2CC1)F)N1CCN(CC1)C(=O)OC(C)(C)C)F tert-Butyl 4-(6-amino-1,4-difluoro-5,6,7,8-tetrahydronaphthalen-2-yl)piperazine-1-carboxylate